2-(2-(2-(2-aminoethoxy)ethoxy)ethoxy)-N-(1-(3,4-dichlorophenyl)-4,5-dihydro-1H-pyrazol-3-yl)-4-methylpyrimidine-5-carboxamide hydrochloride Cl.NCCOCCOCCOC1=NC=C(C(=N1)C)C(=O)NC1=NN(CC1)C1=CC(=C(C=C1)Cl)Cl